C([C@@H]([C@@H]([C@H](C=O)O)O)O)O l-(+)-arabinose